methyl 3-fluoro-2-(3-(thiazol-2-yl)ureido)isonicotinate FC1=C(C(=O)OC)C=CN=C1NC(=O)NC=1SC=CN1